6-[(2-{bis[(4-methoxyphenyl)methyl]amino}pyridin-3-yl)methyl]-13-bromo-3-chloro-14-fluoro-2,4,6,9,10-pentaazatetracyclo[7.5.2.05,15.012,16]hexadecene-1(2),3,5(15),10,12(16),13-hexaene COC1=CC=C(C=C1)CN(C1=NC=CC=C1CN1C=2N=C(N=C3C(=C(C=4C=NN(C=C1)C4C32)Br)F)Cl)CC3=CC=C(C=C3)OC